bis(1,4-di-tert-butyl-diaza-1,3-butadiene) nickel [Ni].C(C)(C)(C)N=NC=CC(C)(C)C.C(C)(C)(C)N=NC=CC(C)(C)C